(3-iodoimidazo[1,2-a]pyridin-6-yl)propan-2-ol IC1=CN=C2N1C=C(C=C2)CC(C)O